C1(CC1)C1=NC=NC(=C1C1=NC=C2C(=N1)NC=1C2=CN(N1)C)OC 6-(4-Cyclopropyl-6-methoxypyrimidin-5-yl)-2-methyl-2,8-dihydropyrazolo[4',3':4,5]pyrrolo[2,3-d]pyrimidine